NC1=C(C(=O)NCC)C=C(C=C1)C=1C=CC2=C(C=3CN(C(C3C=C2)=O)CC(=C)C(N)=O)C1 2-amino-5-[2-(2-carbamoyl-2-methylideneethyl)-3-oxo-1H,2H,3H-benzo[e]isoindol-8-yl]-N-ethylbenzamide